8-(2-fluoro-4-(2-morpholinoethoxy)phenyl)-N-(6-morpholinopyridin-3-yl)pyrido[3,4-d]pyrimidin-2-amine FC1=C(C=CC(=C1)OCCN1CCOCC1)C1=NC=CC2=C1N=C(N=C2)NC=2C=NC(=CC2)N2CCOCC2